di(1-octyl) sebacate C(CCCCCCCCC(=O)OCCCCCCCC)(=O)OCCCCCCCC